BrC=1C(=C(C(=C(C1)NC(=O)C1=NN(C(=C1)SC)C1=CC=CC=C1)F)C(=O)C1=CNC2=NC=C(C=C21)Cl)F N-[5-bromo-3-(5-chloro-1H-pyrrolo[2,3-b]pyridine-3-carbonyl)-2,4-difluoro-phenyl]-5-methylsulfanyl-1-phenyl-pyrazole-3-carboxamide